3-methoxy-N-((1R,3S)-3-((2-(trifluoromethyl)quinolin-4-yl)amino)cyclohexyl)benzamide COC=1C=C(C(=O)N[C@H]2C[C@H](CCC2)NC2=CC(=NC3=CC=CC=C23)C(F)(F)F)C=CC1